C(C)C(CC)NC1=NC(=NC=C1C)NC=1C=C(C2=C(COB2O)C1)C N4-(1-ethylpropyl)-N2-(1-hydroxy-7-methyl-3H-2,1-benzoxaborole-5-yl)-5-methyl-pyrimidine-2,4-diamine